FC(C(CNC(C1=NC=CC=C1)=O)O)(F)F N-(3,3,3-trifluoro-2-hydroxy-propyl)picolinamide